COCC1CCC(CC1)OC[C@H]1[C@H](CCC2=CC=C(C(N12)=O)C)NS(=O)(=O)C |r| rac-N-[(3S,4R)-4-({[(1s,4S)-4-(methoxymethyl)cyclohexyl]oxy}methyl)-7-methyl-6-oxo-1,3,4,6-tetrahydro-2H-quinolizin-3-yl]methanesulfonamide